di(hydroxypentyl)urea OCCCCCNC(NCCCCCO)=O